IC=1C=C(C=C(C1)S(F)(F)(F)(F)F)C1=NNC=N1 3-(3-iodo-5-(pentafluorosulfanyl)phenyl)-1H-1,2,4-triazole